C(CCCCCCCCCCC)S(=O)(=O)[O-].[Li+] Lithium dodecanesulfonate